Cl.O1CCN(CC1)CC1(CC1)N 1-(morpholinomethyl)cyclopropane-1-amine hydrochloride